CS(=O)(=O)C=1N=C(C2=C(N1)C=NC=N2)N (methylsulfonyl)pyrimido[5,4-d]pyrimidin-4-amine